2-Chloro-N-(3-(2-cyclopropylacetylamino)-2,4-difluorophenyl)-5-((1R,3R)-2,2-dichloro-3-(3,4,5-trichlorophenyl)cyclopropane-1-carboxamido)benzamide ClC1=C(C(=O)NC2=C(C(=C(C=C2)F)NC(CC2CC2)=O)F)C=C(C=C1)NC(=O)[C@@H]1C([C@H]1C1=CC(=C(C(=C1)Cl)Cl)Cl)(Cl)Cl